bromodiphenyl-aniline BrC1=C(N(C2=CC=CC=C2)C2=CC=CC=C2)C=CC=C1